2-(1,5-dimethylpyrazol-4-yl)-2-phenyl-ethanamine CN1N=CC(=C1C)C(CN)C1=CC=CC=C1